COC1=CC2=C(N(C=N2)C2=CC=C(C(=N2)C2=C(C=C(C=C2)F)OC)CO)C=C1OC (6-(5,6-Dimethoxy-1H-benzo[d]imidazol-1-yl)-2-(4-fluoro-2-methoxyphenyl)pyridin-3-yl)methanol